(6aR,7R,10aS)-2-(2-(2-(ethylsulfonyl)ethyl)pyridin-4-yl)-4-(2-fluorophenyl)-7,10a-dimethyl-8-oxo-5,6,6a,7,8,10a-hexahydrobenzo[h]quinazoline-9-carbonitrile C(C)S(=O)(=O)CCC1=NC=CC(=C1)C1=NC=2[C@]3([C@H](CCC2C(=N1)C1=C(C=CC=C1)F)[C@H](C(C(=C3)C#N)=O)C)C